Cl.ClC1=CC=C(C=C1)NC1N(C(=NC(=N1)N)N1CCOCC1)C1=CC=CC=C1 N-(4-Chlorophenyl)-6-morpholin-4-yl-N1-phenyl-[1,3,5]triazine-2,4-diamine hydrochloride